2,3-dichloro-5,6-dimethylbenzoic acid ClC1=C(C(=O)O)C(=C(C=C1Cl)C)C